ClC=1C(=C(C(=CC1)N1N=CN=N1)C=CC(=O)NC(C(=O)NC1=CC=C(C(=O)NS(=O)(=O)C2=CC=CC=C2)C=C1)C1=CC=CC=C1)F 4-(2-(3-(3-chloro-2-fluoro-6-(2H-tetrazol-2-yl)phenyl)acrylamido)-2-phenylacetamido)-N-(benzenesulfonyl)benzamide